FC1=C(C=CC=C1)C1=NC2=C(CN(CC2)C2CCC=3C=CN=CC3C2)N1 7-(2-(2-fluorophenyl)-3,4,6,7-tetrahydro-5H-imidazo[4,5-c]pyridin-5-yl)-5,6,7,8-tetrahydroisoquinoline